OC1=C2C(CCOC2=CC(=C1)OCOC)=O 5-hydroxy-7-[(methoxymethyl)oxy]-3,4-dihydro-2H-chromen-4-one